tert-butyl (S)-(1-(2-(diphenylmethylene)hydrazineyl)-1-oxopropan-2-yl)carbamate C1(=CC=CC=C1)C(=NNC([C@H](C)NC(OC(C)(C)C)=O)=O)C1=CC=CC=C1